C(C1=CC=CC=C1)NC=1C=2N(N=C(C1)NCC1OCCC1)C(=NN2)C(C)C N8-benzyl-3-isopropyl-N6-(tetrahydrofuran-2-ylmethyl)-[1,2,4]triazolo[4,3-b]pyridazine-6,8-diamine